N/C(/C(=O)O)=C\C=C\C(=O)O 2-amino-muconic acid